C(=O)(O)CS(=O)(=O)C[C@H](N)C(=O)O 3-(carboxymethyl)sulfonyl-L-alanine